C1(=CC=CC=C1)C#CC#CC1=CC=CC=C1 1,4-Diphenylbutadiyne